1-(2,3-difluorophenyl)-5,5-dimethylimidazolidine-2,4-dione FC1=C(C=CC=C1F)N1C(NC(C1(C)C)=O)=O